FC1=CC=C(C=C1)N1CCN(C2=CC=CC=C12)C(CCN1[C@@H](CCC1)C)=O (R)-1-(4-(4-fluorophenyl)-3,4-dihydroquinoxalin-1(2H)-yl)-3-(2-methylpyrrolidin-1-yl)propan-1-on